3,7-DIMETHYL-DODECANE CC(CC)CCCC(CCCCC)C